N1,N1-bis(bis(4-(tripropylsilyl)phenyl)phosphaneyl)-N4,N4-diethylcyclohexane-1,4-diamine C(CC)[Si](C1=CC=C(C=C1)P(N(C1CCC(CC1)N(CC)CC)P(C1=CC=C(C=C1)[Si](CCC)(CCC)CCC)C1=CC=C(C=C1)[Si](CCC)(CCC)CCC)C1=CC=C(C=C1)[Si](CCC)(CCC)CCC)(CCC)CCC